(E)-3-(4-butoxy-3-methoxyphenyl)acrylic acid C(CCC)OC1=C(C=C(C=C1)/C=C/C(=O)O)OC